NN(C(N(C1=CC=CC=C1)C1=CC=CC=C1)=O)N 3,3-Diaminodiphenyl-urea